NC1=C2C(=NC=N1)N(N=C2C=2NC1=CC(=CC=C1C2)C(=O)OC)CCO Methyl 2-(4-amino-1-(2-hydroxyethyl)-1H-pyrazolo[3,4-d]pyrimidin-3-yl)-1H-indole-6-carboxylate